BrC1=CC2=C(C(NS2(=O)=O)=O)C=C1F 6-bromo-5-fluorobenzo[d]isothiazol-3(2H)-one 1,1-dioxide